The molecule is a dihydroxybenzaldehyde that is 2,4-dihydroxybenzaldehyde which is substituted by a methyl group at position e and by a at positions 3 and 4-hydroxy-2-oxopentyl group at position 6. A fungal metabolite isolated from Pseudobotrytis and Aspergillus niger (stereochemistry not been determined). It has a role as an Aspergillus metabolite. It is a dihydroxybenzaldehyde, a beta-hydroxy ketone and a secondary alcohol. CC1=C(C=C(C(=C1O)C=O)CC(=O)CC(C)O)O